FC(C=1N=CC=2N(C1)C(=CN2)C2=NC=CC(=N2)N2CC(CC2)N2CC(NCC2)=O)(F)F 4-(1-(2-(6-(Trifluoromethyl)imidazo[1,2-a]pyrazin-3-yl)pyrimidin-4-yl)pyrrolidin-3-yl)piperazin-2-one